(S)-1-(1-((5-(4-((4-(3-morpholinopropoxy)phenyl)ethynyl)phenyl)isoxazol-3-yl)methyl)-1H-imidazol-2-yl)ethan-1-ol O1CCN(CC1)CCCOC1=CC=C(C=C1)C#CC1=CC=C(C=C1)C1=CC(=NO1)CN1C(=NC=C1)[C@H](C)O